1H-indene-2-carboxamide C1C(=CC2=CC=CC=C12)C(=O)N